C(C)(C)[C@@H]1[C@H](C1)C1=CN=NC=C1 4-((1S,2R)-2-isopropylcyclopropyl)pyridazine